CC1=CC(=C(C(=C1)C)N2CC[N+](=C2)C34CC5CC(C3)CC(C5)C4)C.[Cl-] 1-(1-adamantyl)-3-(2,4,6-trimethylphenyl)imidazolinium chloride